(S)-2-amino-N-(5-(N-(tert-butyl)sulfamoyl)naphthalen-1-yl)-3-(tetrahydro-2H-pyran-4-yl)propanamide hydrochloride Cl.N[C@H](C(=O)NC1=CC=CC2=C(C=CC=C12)S(NC(C)(C)C)(=O)=O)CC1CCOCC1